C(C)(C)(C)OC(=O)N1C(CC(CC1)=O)C1=NC(=NC=C1C)Cl 2-(2-chloro-5-methylpyrimidin-4-yl)-4-oxopiperidine-1-carboxylic acid tert-butyl ester